CC(C)(C)C1=CC2=C(OP(OC3=C2C=C(C=C3C(C)(C)C)C(C)(C)C)OCCCCN)C(=C1)C(C)(C)C 2-[[2,4,8,10-tetrakis(1,1-dimethylethyl)dibenzo[d,f][1,3,2]dioxaphosphepin-6-yl]oxyethyl]ethylamine